NC1=C2NC(N(C2=NC(=N1)OCCCC)CCCN(CCCN1CCOCC1)CC=1C=C(C=CC1)CC(=O)OC)=O methyl [3-({[3-(6-amino-2-butoxy-8-oxo-7,8-dihydro-9H-purin-9-yl)propyl][3-(4-morpholinyl)propyl]amino}-methyl)phenyl]acetate